CC(CC(=O)OCCN(CCOC(CC(CC(C)(C)C)C)=O)CCO)CC(C)(C)C ((2-hydroxyethyl)azanediyl)bis(ethane-2,1-diyl) bis(3,5,5-trimethylhexanoate)